(R)-N-ethyl-1-methyl-N-(2,2,2-trifluoro-1-(4-fluorophenyl)ethyl)-1H-indazole-6-sulfonamide C(C)N(S(=O)(=O)C1=CC=C2C=NN(C2=C1)C)[C@@H](C(F)(F)F)C1=CC=C(C=C1)F